ClC=1C=C(C=CC1)C=1N=C(NC1)C=1SC=CC1 4-(3-Chlorophenyl)-2-(2-thienyl)imidazole